C[C@@]1(C(=O)N2[C@H](C(=O)N3CCC[C@H]3[C@@]2(O1)O)CC4=CC=CC=C4)NC(=O)[C@@H]5C[C@H]6[C@@H](CC7=CNC8=CC=CC6=C78)N(C5)C The molecule is ergotamine in which a single bond replaces the double bond between positions 9 and 10. A semisynthetic ergot alkaloid with weaker oxytocic and vasoconstrictor properties than ergotamine, it is used (as the methanesulfonic or tartaric acid salts) for the treatment of migraine and orthostatic hypotension. It has a role as a serotonergic agonist, a non-narcotic analgesic, a vasoconstrictor agent, a dopamine agonist and a sympatholytic agent. It is an ergot alkaloid and a semisynthetic derivative.